4,4'-bis(dimethylamino)-benzil CN(C1=CC=C(C=C1)C(=O)C(=O)C1=CC=C(C=C1)N(C)C)C